CC(N([2H])C)CC1=CNC2=CC=CC(=C12)O (1S)-dimethyl-4-hydroxytryptamine-d